FC1(CN(C1)CCC=1C(=CC(NC1)=O)C(F)(F)F)F 5-[2-(3,3-difluoroazetidin-1-yl)ethyl]-4-(trifluoromethyl)-1H-pyridin-2-one